methyl 2-(2-((tert-butoxycarbonyl) amino) ethyl)-2H-indazole-3-carboxylate C(C)(C)(C)OC(=O)NCCN1N=C2C=CC=CC2=C1C(=O)OC